(R)-2-(tert-butylamino)-1-(m-fluorophenyl)-1-ethanol C(C)(C)(C)NC[C@H](O)C1=CC(=CC=C1)F